FC=1C=C(C=CC1OC1=CC=CC=C1)[C@H](C)NC1=NC=CC(=C1)C=1C=C(C#N)C=CC1 3-[2-[[(1S)-1-(3-fluoro-4-phenoxy-phenyl)ethyl]amino]-4-pyridyl]benzonitrile